4,6-dimethyl-2-(1H-pyrazol-4-yl)-5,7-dihydro-3-oxa-1-thia-7-azaacenaphthylen-8(4H)-one CC1OC2=C(SC=3C(NC(=C(C1)C32)C)=O)C=3C=NNC3